1'-(2,4-dichlorobenzoyl)-2-oxo-spiro[indoline-3,4'-piperidine]-5-carboxamide ClC1=C(C(=O)N2CCC3(CC2)C(NC2=CC=C(C=C23)C(=O)N)=O)C=CC(=C1)Cl